N1=C2N(C(C=C1)=O)C=NC=C2 pyrimido[1,6-a]pyrimidine-4-one